FC(C(=O)[O-])(F)F.FC1=C(C=C(CC=2C(=C(C(N[NH+]2)=O)C)C)C=C1)C(=O)N1CC(N(CC1)C1=CC=CC=C1)=O 6-{4-fluoro-3-[(3-oxo-4-phenylpiperazin-1-yl)carbonyl]benzyl}-4,5-dimethyl-3-oxo-2,3-dihydropyridazin-1-ium trifluoroacetate